5-(2-chloro-3-fluoro-phenyl)-1-[2-[4-(7-methoxy-2-oxo-4,5-dihydro-1H-1,3-benzodiazepin-3-yl)-1-piperidyl]-2-oxo-ethyl]-3-[(1R)-1-methylpropyl]pyrimidine-2,4-dione ClC1=C(C=CC=C1F)C=1C(N(C(N(C1)CC(=O)N1CCC(CC1)N1C(NC2=C(CC1)C=C(C=C2)OC)=O)=O)[C@@H](CC)C)=O